N1=C(N=CC=C1)NC1=NC=CC(=C1)C=1C=C2C(=NNC2=CC1)N 5-(2-(pyrimidin-2-ylamino)pyridine-4-yl)-1H-indazol-3-amine